ethyl 2-(3-bromoisoxazol-5-yl)-3-methylbutyrate BrC1=NOC(=C1)C(C(=O)OCC)C(C)C